4-(dimethylphosphoryl)-2-methoxy-N-(prop-2-yn-1-yl)aniline CP(=O)(C)C1=CC(=C(NCC#C)C=C1)OC